(5S)-2-(8-chloro[1,2,4]triazolo[1,5-a]pyridine-2-carbonyl)-9,9-dimethyl-8-oxo-2-azaspiro[4.5]dec-6-ene-7-carbonitrile ClC=1C=2N(C=CC1)N=C(N2)C(=O)N2C[C@@]1(CC2)C=C(C(C(C1)(C)C)=O)C#N